P(=O)(O)(O)O.C(=C)[SiH](C)C.C(=C)[SiH](C)C.C(=C)[SiH](C)C tris(vinyl-dimethylsilane) phosphate